C1(CCC1)NC=1C2=C(N=C(N1)NC1=CC=C(C3=C1OCCO3)C(=O)N3CCC(CC3)N3CCOCC3)NC=C2C(F)(F)F (8-((4-(cyclobutyl-amino)-5-(trifluoromethyl)-7H-pyrrolo[2,3-d]pyrimidin-2-yl)amino)-2,3-dihydrobenzo[b][1,4]dioxin-5-yl)(4-morpholino-piperidin-1-yl)methanone